1,4,7,10-tetraoxadodec-2-ene OC=COCCOCCOCC